FC=1C=CC=C2C(=CNC12)C=1C=C(OC1)C(CCC(=O)O)=O 4-(4-(7-fluoro-1H-indol-3-yl)furan-2-yl)-4-oxobutyric acid